CN(C1C[C@@H]2[C@@H](CN(C2)C(=O)N2N=C(C=C2)NS(=O)(=O)C)C1)CC1=C(C=C(C=C1)N1CCCC1)C(F)(F)F N-(1-((3aR,5r,6aS)-5-(Methyl(4-(pyrrolidin-1-yl)-2-(trifluoromethyl)benzyl)amino)octahydrocyclopenta[c]pyrrole-2-carbonyl)-1H-pyrazol-3-yl)methanesulfonamide